C(CC(=O)O)C(=O)C(=O)O oxoglutaric Acid